C1(=CC=CC=C1)CS(=O)(=O)NC1=CC=C2CCN(C2=C1)C(=O)[C@H]1OCCC1 (s)-1-phenyl-N-(1-(tetrahydrofuran-2-carbonyl)indolin-6-yl)methanesulfonamide